4-(3-(dimethylamino)-propoxy)phenol CN(CCCOC1=CC=C(C=C1)O)C